COC=1C=C(/C=C/C2=CC=C(C(=O)NC=3C=C(N(C3)C)C(=O)NC3=CN(C(=C3)C(NCC\C(=N/C)\NC)=O)C)C=C2)C=CC1 4-(4-((E)-3-methoxystyryl)benzamido)-1-methyl-N-(1-methyl-5-(((E)-3-(methylamino)-3-(methylimino)propyl)carbamoyl)-1H-pyrrol-3-yl)-1H-pyrrole-2-carboxamide